C(=O)(OC)C=1C=C(C=CC1)[N+]=1[N-]OC(C1)=O (3-carbomethoxyphenyl)sydnone